(E)-6-((4-(2-(4-chloro-2-fluorophenyl)-2-methylbenzo[d][1,3]dioxol-4-yl)piperidin-1-yl)methyl)-5-(cyclopentyloxy)-N'-hydroxynicotinimidamide ClC1=CC(=C(C=C1)C1(OC2=C(O1)C=CC=C2C2CCN(CC2)CC2=NC=C(/C(/N)=N\O)C=C2OC2CCCC2)C)F